NC=1C=C(C(=O)NC2=CC=C(C=C2)OC(F)(F)Cl)C=C(C1N[C@H](C)CCO)Br (R)-3-amino-5-bromo-N-(4-(chlorodifluoromethoxy)phenyl)-4-((4-hydroxybutan-2-yl)amino)benzamide